tert-butyl (3S)-3-[(1R)-2-[[2-ethoxy-6-(4-methoxycarbonylpiperazin-1-yl)pyridine-3-carbonyl]-amino]-1-hydroxy-ethyl]-7-(methoxymethoxy)-3,4-dihydro-1H-isoquinoline-2-carboxylate C(C)OC1=NC(=CC=C1C(=O)NC[C@@H](O)[C@H]1N(CC2=CC(=CC=C2C1)OCOC)C(=O)OC(C)(C)C)N1CCN(CC1)C(=O)OC